C1(CCC1)S(=O)(=O)C1=C(C=CC(=C1)NC1=NN(C(=C1)C)C1OCCCC1)C1=CN=C(S1)[C@@H]1CC[C@H](CC1)NC(OC(C)C)=O isopropyl trans-(4-(5-(2-(cyclobutylsulfonyl)-4-((5-methyl-1-(tetrahydro-2H-pyran-2-yl)-1H-pyrazol-3-yl)amino)phenyl)thiazol-2-yl)cyclohexyl)carbamate